(1S,3R)-3-acetamido-N-(5-chloro-4-(2-methylindolin-4-yl)pyridin-2-yl)cyclohexane-1-carboxamide C(C)(=O)N[C@H]1C[C@H](CCC1)C(=O)NC1=NC=C(C(=C1)C1=C2CC(NC2=CC=C1)C)Cl